C(C)(C)(C)NC(C(=O)C1=NN(C(=C1C)C1=CC=C(C=C1)Cl)C1=C(C=C(C=C1)Cl)Cl)=O N-tert-butyl-2-(5-(4-chlorophenyl)-1-(2,4-dichlorophenyl)-4-methyl-1H-pyrazol-3-yl)-2-oxoacetamide